COC(=O)C=1N=C(SC1)NS(=O)(=O)C 2-(Methylsulfonylamino)thiazole-4-carboxylic acid methyl ester